ClC1=NC(=NC=N1)NC1=C(C=CC=C1)C=1C=NN(C1)C(=O)[O-] 4-(((4-chloro-1,3,5-triazin-2-yl)amino)phenyl)-1H-pyrazole-1-carboxylate